C(C)(=O)N1CCC2(CC(C(N2)=O)CC(C=O)NC([C@H](CC(C)C)NC(=O)C=2NC3=CC=CC=C3C2)=O)CC1 N-((2S)-1-((1-(8-acetyl-2-oxo-1,8-diazaspiro[4.5]decan-3-yl)-3-oxopropan-2-yl)amino)-4-methyl-1-oxopentan-2-yl)-1H-indole-2-carboxamide